C(C1=CC=CC=C1)OC(=O)N1CCC(CC1)C1=C(C=C(C=C1)C=1SC(=C(C1)C)C(=O)N1C[C@H](CC1)NC(=O)OC(C)(C)C)F.C(CCC)N1C(=CC=C1)C(CCC=1C=C(C=CC1)C)=O 1-(N-butyl-pyrrol-2-yl)-3-(m-tolyl)propan-1-one benzyl-(S)-4-(4-(5-(3-((tert-butoxycarbonyl)amino)pyrrolidine-1-carbonyl)-4-methylthiophen-2-yl)-2-fluorophenyl)piperidine-1-carboxylate